trans-4-((3-(1-Cyclopropyl-1H-pyrazol-4-yl)phenyl)((trans-4-(6-(dimethylamino)pyridin-3-yl)cyclohexyl)methyl) carbamoyl)cyclohexyl methylcarbamate CNC(O[C@@H]1CC[C@H](CC1)C(N(C[C@@H]1CC[C@H](CC1)C=1C=NC(=CC1)N(C)C)C1=CC(=CC=C1)C=1C=NN(C1)C1CC1)=O)=O